C(C1=CC=CC=C1)(=O)NCC1=NOC(C1)(C(=O)OC)CC1=CC=CC=C1 methyl 3-(benzamidomethyl)-5-benzyl-4,5-dihydroisoxazole-5-carboxylate